N-[6-(2-chloro-5-fluorophenyl)-8-oxo-3-(2,2,2-trifluoroethyl)-7,8-dihydro-6H-imidazo[4,5-e]isoindol-5-yl]-5-fluoro-3-(trifluoromethyl)benzamide ClC1=C(C=C(C=C1)F)C1NC(C2=C3C(=CC(=C12)NC(C1=CC(=CC(=C1)F)C(F)(F)F)=O)N(C=N3)CC(F)(F)F)=O